BrC=1C2=C(C(N(C1)C)=O)N(C(=C2)C=2C=NN(C2C)C)S(=O)(=O)C2=CC=C(C)C=C2 4-bromo-2-(1,5-dimethyl-1H-pyrazol-4-yl)-6-methyl-1-tosyl-1,6-dihydro-7H-pyrrolo[2,3-c]pyridin-7-one